C[C@@H]1[C@@H](CC[C@]2([C@H]1CC(=O)C3=C2C(=O)C[C@]4([C@H]3CC[C@@H]4[C@H](C)CCC(=C)C(C)C(=O)O)C)C)O The molecule is a steroid acid that is ergosta-8,24(28)-dien-26-oic acid substituted by a hydroxy group at position 3, a methyl group at position 4 and oxo groups at positions 7 and 11 (the 3alpha,4alpha,5alpha stereoisomer). Isolated from Antrodia cinnamomea and Antrodia camphorata, it exhibits cytotoxic, anticholinergic and antiserotonergic activities. It has a role as a metabolite, an antineoplastic agent, a cholinergic antagonist and a serotonergic antagonist. It is an 11-oxo steroid, a 7-oxo steroid, a 3alpha-hydroxy steroid, a steroid acid and a monocarboxylic acid.